C(#N)C1=C(OC2=C1C(=CC=C2F)B2OCC(CO2)(C)C)NC(OC(C)(C)C)=O tert-Butyl N-[3-cyano-4-(5,5-dimethyl-1,3,2-dioxaborinan-2-yl)-7-fluoro-benzofuran-2-yl]carbamate